Cl.C[C@H]1C[C@H](CN(C1)C1=C2C=CC=NC2=C(C=C1)C)N (3R,5S)-5-methyl-1-(8-methyl-quinolin-5-yl)-piperidin-3-ylamine hydrochloride